tert-butyl 2-(2-amino-6-(3-fluoro-2-methylphenyl)imidazo[1,2-a]pyridine-3-carbonyl)azetidine-1-carboxylate NC=1N=C2N(C=C(C=C2)C2=C(C(=CC=C2)F)C)C1C(=O)C1N(CC1)C(=O)OC(C)(C)C